FC1=C(C=CC=C1)C1=NN2C(NC(=C(C2=O)C=2C=C3C=CC=NC3=CC2)C)=C1C1=CC=CC=C1 2-(2-fluorophenyl)-5-methyl-3-phenyl-6-(quinolin-6-yl)pyrazolo[1,5-a]Pyrimidin-7(4H)-one